6-chloro-2-(2,4-dimethoxybenzyl)-8-fluoro-4,4-dimethyl-3,4-dihydroisoquinolin-1(2H)-one ClC=1C=C2C(CN(C(C2=C(C1)F)=O)CC1=C(C=C(C=C1)OC)OC)(C)C